C(CCCCCCCC)C1=C(C(=CC=C1)O)O 3-Nonylbenzene-1,2-diol